6-[[(2R,3S,4S,5R)-3-(3,4-difluoro-2-methoxy-phenyl)-4,5-dimethyl-5-(trifluoromethyl)tetrahydrofuran-2-carbonyl]amino]pyrimidine-4-carboxamide FC=1C(=C(C=CC1F)[C@H]1[C@@H](O[C@]([C@H]1C)(C(F)(F)F)C)C(=O)NC1=CC(=NC=N1)C(=O)N)OC